trans-4-((3-(1-(tert-Butyl)-1H-pyrazol-4-yl)phenyl)((trans-4-(5-methoxy-6-methylpyridin-2-yl)cyclohexyl)methyl)carbamoyl)cyclohexyl methylcarbamate CNC(O[C@@H]1CC[C@H](CC1)C(N(C[C@@H]1CC[C@H](CC1)C1=NC(=C(C=C1)OC)C)C1=CC(=CC=C1)C=1C=NN(C1)C(C)(C)C)=O)=O